C(C(=C)C)(=O)OCCSC1=CC=CC=C1 2-(phenyl-thio)ethyl methacrylate